(1S)-N-(7-chloro-6-(trans-4-(3-methoxyazetidin-1-yl)cyclohexyl)isoquinolin-3-yl)-6-oxaspiro[2.5]octane-1-carboxamide ClC1=C(C=C2C=C(N=CC2=C1)NC(=O)[C@H]1CC12CCOCC2)[C@@H]2CC[C@H](CC2)N2CC(C2)OC